CC=1C=C2C(=NC1C(=O)OC)C=CN2 methyl 6-methyl-1H-pyrrolo[3,2-b]pyridine-5-carboxylate